BrC1=C(SC=2N=CN=C(C21)O[C@@H](C(=O)OCC)CC2=C(C=CC(=C2)CC[C@@H](CO)O)OCC2=NC(=NC=C2)C2=C(C=CC=C2)OC)C2=CC=C(C=C2)F (R)-ethyl 2-((5-bromo-6-(4-fluorophenyl)thieno[2,3-d]pyrimidin-4-yl)oxy)-3-(5-((S)-3,4-dihydroxybutyl)-2-((2-(2-methoxyphenyl)pyrimidin-4-yl)methoxy)phenyl)propanoate